(R)-methyl 3-(9-((1s,4S)-4-carbamoylcyclohexyl)-8-(2,6-difluorophenylamino)-9H-purin-2-ylamino)piperidine-1-carboxylate C(N)(=O)C1CCC(CC1)N1C2=NC(=NC=C2N=C1NC1=C(C=CC=C1F)F)N[C@H]1CN(CCC1)C(=O)OC